CS(=O)(=O)[O-].C[N+]1=CC=CC2=CC=CC=C12 1-methylquinolin-1-ium methanesulfonate